4-Chloro-5,6-dimethylpyrimidine ClC1=NC=NC(=C1C)C